N[C@H]1COC2=C(N(C1=O)C)C=CC=C2 (S)-3-amino-5-methyl-2,3-dihydro-1,5-benzoxazepin-4-one